FC1=CC=C(C=C1)S(=O)(=O)NC1=CC=C(C=C1)C1=C2C(=NC=C1)NC=C2 4-(4-((4-fluorophenyl)sulfonamido)phenyl)-1H-pyrrolo[2,3-b]pyridin